NC\C=C/C(=O)OCC ethyl (Z)-4-aminobut-2-enoate